5-(trideuteriomethyl)-1-(methylsulfonyl)-1H-pyrrole-3-carboxylic acid [2H]C(C1=CC(=CN1S(=O)(=O)C)C(=O)O)([2H])[2H]